(4-(Methoxymethyl)piperidin-4-yl)methanol hydrochloride Cl.COCC1(CCNCC1)CO